N-((2R,3S)-1-(2-cyanopyridin-4-yl)-2-((((CIS)-4-phenylcyclohexyl)oxy)methyl)pyrrolidin-3-yl)methanesulfonamide C(#N)C1=NC=CC(=C1)N1[C@H]([C@H](CC1)NS(=O)(=O)C)CO[C@@H]1CC[C@@H](CC1)C1=CC=CC=C1